3-(2-(3-fluoro-4-methylphenoxy)-5-nitrophenyl)-7-methoxy-1-methyl-1H-pyrrolo[2,3-C]pyridine FC=1C=C(OC2=C(C=C(C=C2)[N+](=O)[O-])C2=CN(C3=C(N=CC=C32)OC)C)C=CC1C